ethyl 1-(3-acetamidophenyl)-6-oxo-1,6-dihydropyridine-3-carboxylate C(C)(=O)NC=1C=C(C=CC1)N1C=C(C=CC1=O)C(=O)OCC